5-{3-[2-hydroxy-6-methyl-4-(trifluoromethyl)phenyl]-5-methoxy-7H-pyrrolo[2,3-c]pyridazin-7-yl}bicyclo[3.1.1]heptan-1-ol OC1=C(C(=CC(=C1)C(F)(F)F)C)C1=CC2=C(N=N1)N(C=C2OC)C21CCCC(C2)(C1)O